3-chloro-1,2-propanediol ClCC(CO)O